N-(2-(N,N-bis(2,4-dimethoxybenzyl)sulfamoyl)pyridin-4-yl)-2-(4,4-difluoroazepan-1-yl)-7-fluoroquinoline-3-carboxamide COC1=C(CN(S(=O)(=O)C2=NC=CC(=C2)NC(=O)C=2C(=NC3=CC(=CC=C3C2)F)N2CCC(CCC2)(F)F)CC2=C(C=C(C=C2)OC)OC)C=CC(=C1)OC